4-methylfluoren-9-one CC1=CC=CC=2C(C3=CC=CC=C3C12)=O